7-((1-(dimethylglycyl)piperidin-4-yl)amino)-1,1-dioxido-3-(2,2,2-trifluoroethyl)benzo[b]thiophen CN(CC(=O)N1CCC(CC1)NC1=CC=CC2=C1S(C=C2CC(F)(F)F)(=O)=O)C